3-(o-cyanobenzyl)indol-2-one C(#N)C1=C(CC=2C(N=C3C=CC=CC23)=O)C=CC=C1